FC(C)(F)[C@@H]1C[C@@H](NCC1)C1=CC=CC=C1 (2R,4S)-4-(1,1-difluoroethyl)-2-phenylpiperidine